2-(4-(1-aminocyclopropyl)phenyl)-N-(3-(diethylamino)propyl)benzo[d]imidazo[2,1-b]thiazole-7-carboxamide NC1(CC1)C1=CC=C(C=C1)C=1N=C2SC3=C(N2C1)C=CC(=C3)C(=O)NCCCN(CC)CC